C/C(/C(=O)N1C(CCCC1)C=1NC(=CN1)C1=CC=C(C=C1)C)=C\C (E)-2-methyl-1-(2-(5-(p-tolyl)-1H-imidazol-2-yl)piperidin-1-yl)butan-2-en-1-one